F[C@@H]1CN(CC1)CC1=C2C(=NC(=C1)C(F)(F)F)C(=NN2)C=2C=C(C=CC2)[C@@H](CC2=NN=CN2C)C 3-[(2R)-2-[3-(7-[[(3S)-3-fluoropyrrolidin-1-yl]methyl]-5-(trifluoromethyl)-1H-pyrazolo[4,3-b]pyridin-3-yl)phenyl]propyl]-4-methyl-4H-1,2,4-triazole